Ethyl (R)-1-((4-(benzylthio)phenyl)sulfonyl)piperidine-3-carboxylate C(C1=CC=CC=C1)SC1=CC=C(C=C1)S(=O)(=O)N1C[C@@H](CCC1)C(=O)OCC